Cl.NC1=C2C(=NC=N1)N(N=C2C2=NOC(=C2C2=NC=C(C=N2)CCOCCC(=O)O)C2CC2)C(C)(C)C 3-[2-[2-[3-(4-amino-1-tert-butyl-pyrazolo[3,4-d]pyrimidin-3-yl)-5-cyclopropyl-isoxazol-4-yl]pyrimidin-5-yl]ethoxy]propanoic acid hydrochloride